C(#N)CN1N=C2C(N(C(C=C2N2C[C@H](N(C[C@@H]2CC)C(C(=O)NCCOC)C2=CC=C(C=C2)C(F)(F)F)CC)=O)C)=C1 2-((2r,5s)-4-(2-(cyanomethyl)-4-methyl-5-oxo-4,5-dihydro-2H-pyrazolo[4,3-b]pyridin-7-yl)-2,5-diethylpiperazin-1-yl)-N-(2-methoxyethyl)-2-(4-(trifluoromethyl)phenyl)acetamide